phenylethylacetate (2-phenylethyl acetate) C1(=CC=CC=C1)CCCC(=O)O.C1(=CC=CC=C1)CCOC(C)=O